methyl 7-fluoro-4-((4-methoxybenzyl)amino)-3-methylimidazo[1,5-a]quinoxalin-8-carboxylate FC=1C=C2N=C(C=3N(C2=CC1C(=O)OC)C=NC3C)NCC3=CC=C(C=C3)OC